ClC1=CC=C(C=N1)NC1=NC=CC2=CC(=CC=C12)OCCC1=NC=CC=N1 N-(6-chloropyridin-3-yl)-6-(2-(pyrimidin-2-yl)ethoxy)isoquinolin-1-amine